O1N=C(C=C1)NC(C[N+]1(CCC(CC1)C(F)(F)F)CC(=O)NC1=C(SC=C1C)C(=O)OC)=O (1s,4s)-1-(2-(isoxazol-3-ylamino)-2-oxoethyl)-1-(2-((2-(methoxycarbonyl)-4-methylthiophen-3-yl)amino)-2-oxoethyl)-4-(trifluoromethyl)piperidin-1-ium